BrC=1C(=C(C=CC1)NC(=O)C1=NN2C(CNCC2)=C1)C N-(3-bromo-2-methyl-phenyl)-4,5,6,7-tetrahydropyrazolo[1,5-a]pyrazine-2-carboxamide